2-(azetidin-1-ylmethyl)-1-methyl-1H-imidazol N1(CCC1)CC=1N(C=CN1)C